xylitol 5-phosphate P(=O)(O)(O)OC[C@H]([C@@H]([C@H](CO)O)O)O